OC(CNC=1N=CC2=C(N1)N=CC=C2)(C)C 2-((2-hydroxy-2-methylpropyl)amino)pyrido[2,3-d]pyrimidin